ClC1=CC(=CC(=N1)N1CCNCC1)S(=O)(=O)C1CC1 1-(6-chloro-4-(cyclopropylsulfonyl)pyridin-2-yl)piperazine